(E)-4-amino-1-(4-(6-chloro-8-fluoro-7-(5-methyl-1H-indazol-4-yl)quinazolin-4-yl)piperazin-1-yl)but-2-en-1-one NC/C=C/C(=O)N1CCN(CC1)C1=NC=NC2=C(C(=C(C=C12)Cl)C1=C2C=NNC2=CC=C1C)F